[Na+].S1C(=NCC1)NS([O-])(=O)=O 2-thiazolin-2-yl-sulfamic acid sodium salt